N1(CCC1)C(CN1N=C(C2=NC=C(C=C21)Br)F)=O 1-(azetidin-1-yl)-2-(6-bromo-3-fluoro-1H-pyrazolo[4,3-b]pyridin-1-yl)ethan-1-one